CN(C)C[C@@]1(C(C1)(F)F)COC1=NC2=C(C(=C(C=C2C(=N1)N1CCOCC(C1)(O)C)F)C1=CC(=CC2=CC=C(C(=C12)C#C)F)O)F 4-(2-(((R)-1-((dimethylamino)methyl)-2,2-difluorocyclopropyl)methoxy)-7-(8-ethynyl-7-Fluoro-3-hydroxynaphthalen-1-yl)-6,8-difluoroquinazolin-4-yl)-6-methyl-1,4-oxaazepan-6-ol